(S)-2-(4-chlorophenyl)-1-(4-((5R,7R)-7-hydroxy-5-methyl-6,7-dihydro-5H-cyclopenta[d]pyrimidin-4-yl)piperazin-1-yl)-2-((S)-6-azaspiro[3.4]oct-7-yl)ethan-1-one ClC1=CC=C(C=C1)[C@H](C(=O)N1CCN(CC1)C=1C2=C(N=CN1)[C@@H](C[C@H]2C)O)[C@H]2NCC1(CCC1)C2